N-(cis-4-(difluoromethoxy)cyclohexyl)-5-(1,5-naphthyridin-2-yl)pyrrolo[2,1-f][1,2,4]triazin-2-amine FC(O[C@H]1CC[C@H](CC1)NC1=NN2C(C=N1)=C(C=C2)C2=NC1=CC=CN=C1C=C2)F